C(CCCCCC)C(CO)(CO)CO 2-heptyl-2-(hydroxymethyl)-1,3-propanediol